FC1=C(C#N)C=CC(=C1)C1=NC(=NC(=C1C=O)NC)SC 2-Fluoro-4-(5-formyl-6-(methylamino)-2-(methylthio)pyrimidin-4-yl)benzonitrile